N1CCC(CC1)OC1CCN(CC1)CCC(=O)OC(C)(C)C tert-Butyl 3-[4-(4-piperidyloxy)-1-piperidyl]propanoate